3-amino-N-((3S,5S)-5-fluoropiperidin-3-yl)-6-(2-(1-(2,2,2-trifluoroethyl)-1H-pyrazol-4-yl)pyridin-4-yl)pyrazine-2-carboxamide NC=1C(=NC(=CN1)C1=CC(=NC=C1)C=1C=NN(C1)CC(F)(F)F)C(=O)N[C@@H]1CNC[C@H](C1)F